1-n-hepten C=CCCCCC